O=C1NC(CCC1N1C(C2=CC=C(C=C2C1=O)OCCOCCOCCOCCN(C(CC=1C=C(CNC(C2=NC=C(C(=C2)C=CC2CC3(CC3)C2)OC)=O)C=CC1)=O)C)=O)=O N-(3-(14-((2-(2,6-dioxopiperidin-3-yl)-1,3-dioxoisoindolin-5-yl)oxy)-3-methyl-2-oxo-6,9,12-trioxa-3-azatetradecyl)benzyl)-5-methoxy-4-(2-(spiro[2.3]hexan-5-yl)vinyl)picolinamide